N[C@H](C)C(=O)N1C[C@@H]2[C@H](C1)CC(C2)C(=O)NC2=NC=C(C(=C2)C2=C1N(N=C2)CC(C1)(C)C)Cl (3aR,6aS)-2-(D-alanyl)-N-(5-chloro-4-(5,5-dimethyl-5,6-dihydro-4H-pyrrolo[1,2-b]pyrazol-3-yl)pyridin-2-yl)octahydrocyclopenta[c]pyrrole-5-carboxamide